ClC1=C(C(=CC(=N1)C1=NC(=NC(=N1)NC1CCCCC1)NC1CCCCC1)F)N 6-(6-chloro-4-fluoro-5-aminopyridin-2-yl)-N2,N4-dicyclohexyl-1,3,5-triazine-2,4-diamine